erbium-ytterbium phosphorus 6-bromo-2-(difluoromethyl)-8-iodoimidazo[1,2-a]pyridine BrC=1C=C(C=2N(C1)C=C(N2)C(F)F)I.[P].[Yb].[Er]